NC1=C(C(=C(C#N)C=C1C(=C)C)F)C(=C)C 4-amino-2-fluoro-3,5-di(prop-1-en-2-yl)benzonitrile